(S)-7-((2-methyl-4-(3-methyl-4-(2,2,2-trifluoroacetyl)piperazin-1-yl)phenyl)amino)-2H-benzo[b][1,4]oxazin-3(4H)-one CC1=C(C=CC(=C1)N1C[C@@H](N(CC1)C(C(F)(F)F)=O)C)NC=1C=CC2=C(OCC(N2)=O)C1